4-(bromomethyl)-2,6-difluorobenzenesulfonyl chloride BrCC1=CC(=C(C(=C1)F)S(=O)(=O)Cl)F